tert-butyl 4-[8-(3-hydroxycyclobutyl)-2-[4-(4-methylpiperazin-1-yl)anilino]-7-oxo-pyrido[2,3-d]pyrimidin-6-yl]-8-methyl-2,3-dihydroquinoxaline-1-carboxylate OC1CC(C1)N1C(C(=CC2=C1N=C(N=C2)NC2=CC=C(C=C2)N2CCN(CC2)C)N2CCN(C1=C(C=CC=C21)C)C(=O)OC(C)(C)C)=O